CS(=O)(=O)[O-].C(CCCCCCCCCCC)[NH+]1C(CCC1)C 1-dodecyl-2-methylpyrrolidinium methanesulfonate